NC1=C(C=O)C=CC=C1OC 2-AMINO-3-METHOXYBENZALDEHYDE